NC1(CCCC1)C(=O)[O-] aminocyclopentane-1-carboxylate